ClC1=C(OC=2C(=CC(N(C2)C)=O)C=2C3=C(C(N(C2)C)=O)NC=C3)C(=CC=C1)Cl 4-(5-(2,6-dichlorophenoxy)-1-methyl-2-oxo-1,2-dihydropyridin-4-yl)-6-methyl-1,6-dihydro-7H-pyrrolo[2,3-c]pyridin-7-one